Methyl 8-(2-ethylbutyl)-9-(4-((1-(3-fluoropropyl)azetidin-3-yl)methyl)phenyl)-6,7-dihydro-5H-benzo[7]annulene-3-carboxylate C(C)C(CC=1CCCC2=C(C1C1=CC=C(C=C1)CC1CN(C1)CCCF)C=CC(=C2)C(=O)OC)CC